OCC(C)(C)NC1=CC=C(C(=O)N)C=C1 4-((1-hydroxy-2-methylpropan-2-yl)amino)benzamide